6-(2,6-difluorophenyl)-4-((2-methyl-1-oxoisoindolin-5-yl)amino)pyridazine-3-carboxylic acid methyl ester COC(=O)C=1N=NC(=CC1NC=1C=C2CN(C(C2=CC1)=O)C)C1=C(C=CC=C1F)F